5-(3-chloro-2-fluoro-6-(4-(trifluoromethyl)-1H-1,2,3-triazol-1-yl)phenyl)-4-methoxypyridine 1-oxide ClC=1C(=C(C(=CC1)N1N=NC(=C1)C(F)(F)F)C=1C(=CC=[N+](C1)[O-])OC)F